(trans)-ethyl 4-hydroxypyrrolidine-3-carboxylate O[C@H]1[C@@H](CNC1)C(=O)OCC